O[C@@H]1[C@H](COC1)N1C(=NC2=C1C=CC=C2)C=2C(=C(C(=C(C2)OC)O)O)C 4-(1-((3S,4R)-4-hydroxytetrahydrofuran-3-yl)-1H-benzo[d]imidazol-2-yl)-6-methoxy-3-methylbenzene-1,2-diol